2-(2,2-dimethoxyethylthio)-8-bromoquinoline COC(CSC1=NC2=C(C=CC=C2C=C1)Br)OC